4-(4-bromo-2,3-difluorophenyl)-3,6-dihydropyridine-1(2H)-carboxylic acid tert-butyl ester C(C)(C)(C)OC(=O)N1CCC(=CC1)C1=C(C(=C(C=C1)Br)F)F